C12C3(C4CC(CC(C1)C4)C2)O[C@]2(OO3)C[C@@H](CCC2)C2=CC=C(OCCCN)C=C2 3-(p-{(1R,3R)-Dispiro[cyclohexane-1,3'-[1,2,4]trioxolane-5',2''-tricyclo[3.3.1.13,7]decan]-3-yl}phenoxy)propylamine